5-Chloro-2-(N-methylcarbamoyl)pyridin-3-yl 3-[4-(4-chlorothiazol-2-yl)-1H-1,2,3-triazol-1-yl]-3-deoxy-2-O-methyl-1-thio-α-D-galactopyranoside ClC=1N=C(SC1)C=1N=NN(C1)[C@@H]1[C@H]([C@@H](SC=2C(=NC=C(C2)Cl)C(NC)=O)O[C@@H]([C@@H]1O)CO)OC